tert-butyl N-[6-(1,1-dioxo-1,4-thiazinan-4-yl)-5-methoxy-pyridazin-3-yl]carbamate O=S1(CCN(CC1)C1=C(C=C(N=N1)NC(OC(C)(C)C)=O)OC)=O